N1-(2-methyl-6,7-dihydro-5H-cyclopenta[d]pyrimidin-4-yl)-4-(trifluoromethoxy)benzene-1,2-diamine CC=1N=C(C2=C(N1)CCC2)NC=2C(=CC(=CC2)OC(F)(F)F)N